N-(4-chloro-3-methylphenyl)-2-(4-((1-(2-(2,6-dioxopiperidin-3-yl)-1,3-Dioxoisoindoline-5-yl)azetidin-3-yl)ethynyl)-1H-pyrazol-1-yl)-2-methylpropionamide ClC1=C(C=C(C=C1)NC(C(C)(C)N1N=CC(=C1)C#CC1CN(C1)C=1C=C2C(N(C(C2=CC1)=O)C1C(NC(CC1)=O)=O)=O)=O)C